rac-(4aR,8aS)-6-(4-(5-Chloro-1H-indol-3-yl)piperazine-1-carbonyl)hexahydro-2H-pyrido[4,3-b][1,4]oxazin-3(4H)-one ClC=1C=C2C(=CNC2=CC1)N1CCN(CC1)C(=O)N1C[C@@H]2[C@@H](OCC(N2)=O)CC1 |r|